FC=1C=C2C(=CC=NC2=CC1)C1CCC(CC1)[C@@H](C)C1=NN=C(S1)C1=CC=C(C#N)C=C1 4-(5-((R)-1-((1s,4S)-4-(6-fluoroquinolin-4-yl)cyclohexyl)ethyl)-1,3,4-thiadiazol-2-yl)benzonitrile